(S)-2-((5-cyclopropylpyrimidin-2-yl)amino)-4-((2,2-difluoroethyl)(4-(5,6,7,8-tetrahydro-1,8-naphthyridin-2-yl)butyl)amino)butanoic acid C1(CC1)C=1C=NC(=NC1)N[C@H](C(=O)O)CCN(CCCCC1=NC=2NCCCC2C=C1)CC(F)F